FC1(CCC(CC1)C1=NC=CC(=C1NC(=O)C1=CC(=NO1)OCC)C1=C(C=CC(=C1)F)F)F N-(2-(4,4-difluorocyclohexyl)-4-(2,5-difluorophenyl)pyridin-3-yl)-3-ethoxyisoxazole-5-carboxamide